C(C)(=O)NC1=CC=C(C=C1)C1=CN=C2N1C=C(N=C2)C(=O)N(C)C2=C(C=C(C=C2)Cl)F 3-(4-acetamidophenyl)-N-(4-chloro-2-fluoro-phenyl)-N-methyl-imidazo[1,2-a]pyrazine-6-carboxamide